C(C)C1=C(C=CC=C1)NC(C(=O)NC1=C(C=CC=C1)OCC)=O N-(2-ethylphenyl)-N'-(2-ethoxy-phenyl)oxalic acid diamide